2-((3-(4-fluorophenyl)-5-(hydroxymethyl)-1H-pyrazol-1-yl)methyl)propan-1,1,1,3,3,3-d6-2-ol FC1=CC=C(C=C1)C1=NN(C(=C1)CO)CC(C([2H])([2H])[2H])(C([2H])([2H])[2H])O